C(=O)C1=CC(=C(OCC2=CC=C(C(=O)N(C)C)C=C2)C=C1)COC 4-((4-Formyl-2-(methoxymethyl)phenoxy)methyl)-N,N-dimethylbenzamide